3-(4-(5-fluoro-2-((1-methyl-1H-indol-5-yl)amino)pyrimidin-4-yl)-1H-pyrazol-1-yl)propionitrile FC=1C(=NC(=NC1)NC=1C=C2C=CN(C2=CC1)C)C=1C=NN(C1)CCC#N